3'-(2-(1-(3,4-dimethylphenyl)-3-methyl-5-oxo-1,5-dihydro-4H-pyrazol-4-ylidene)hydrazineyl)-2'-hydroxy-[1,1'-biphenyl]-3-carboxylic acid CC=1C=C(C=CC1C)N1N=C(C(C1=O)=NNC=1C(=C(C=CC1)C1=CC(=CC=C1)C(=O)O)O)C